3,4,5-trimethyl-2-cyclohexenone CC1=CC(CC(C1C)C)=O